ClC1=C(C(=O)NCC(=O)NCC(=O)O)C=CC(=C1)Cl (2,4-dichlorobenzoyl)glycyl-glycine